N,2-dimethoxy-N-methyl-6-(methylthio)isonicotinamide CON(C(C1=CC(=NC(=C1)SC)OC)=O)C